C(C)(C)(C)OC(=O)C=1N=C(N(C1SCC)C)C1CC1 tert-Butyl-2-cyclopropyl-5-(ethylsulfanyl)-1-methyl-1H-imidazol-4-carboxylat